(2S)-1-chloro-3-(1H-imidazol-4-yl)propan-2-amine ClC[C@H](CC=1N=CNC1)N